CN1C(=NC(=C1)S(=O)(=O)C=1C=C2C=NN(C(C2=CC1)=O)CC=1C=NC(=CC1)OC)C 6-(1,2-dimethyl-1H-imidazol-4-ylsulfonyl)-2-((6-methoxypyridin-3-yl)methyl)phthalazin-1(2H)-one